bis(1-methyl-3-propyl-2,3-dihydro-1H-imidazol-2-yl)manganese CN1C(N(C=C1)CCC)[Mn]C1N(C=CN1CCC)C